COC(=O)C1=COC=CO1 [1,4]Dioxin-6-carboxylic acid methyl ester